ClC1=NC=C(C(=N1)N[C@H](C)C1=CC=C(C=C1)N1N=C(C=C1OC)C(F)(F)F)N 2-chloro-N4-[(1R)-1-[4-[5-methoxy-3-(trifluoromethyl)pyrazol-1-yl]phenyl]ethyl]pyrimidine-4,5-diamine